CC1=C(C=C(C=N1)NC(C1=CN=CC(=C1)C(F)(F)F)=O)NC1=NC=CC=C1C1=C2N=CN(C2=NC=N1)C1OCCCC1 N-(6-methyl-5-(3-(9-(tetrahydro-2H-pyran-2-yl)-9H-purin-6-yl)pyridin-2-ylamino)pyridin-3-yl)-5-(trifluoromethyl)-nicotinamide